silicon-cerium [Ce].[Si]